COC(=O)C=1NC=C(C1Br)F 3-bromo-4-fluoro-1H-pyrrole-2-carboxylic acid methyl ester